S(N)(OC[C@H]1OC2(O[C@@H]1CC1=C(C=CC=C1)Cl)CCCCC2)(=O)=O ((2R,3R)-3-(2-chlorobenzyl)-1,4-dioxaspiro[4.5]decan-2-yl)methyl sulfamate